C1(CC1)C([C@@H](C(=O)NC1=NC=C(C(=C1)C(F)F)C=1C(=NN(C1C)COCC[Si](C)(C)C)C)NC(=O)C=1N(N=CC1)CC)C1CC1 N-[(1S)-1-(dicyclopropylmethyl)-2-[[4-(difluoromethyl)-5-[3,5-dimethyl-1-(2-trimethylsilylethoxymethyl)pyrazol-4-yl]-2-pyridyl]amino]-2-oxo-ethyl]-2-ethyl-pyrazole-3-carboxamide